9-(4-hydroxybutyl)phosphabicyclo[4.2.1]nonane OCCCCC1P2CCCCC1CC2